COC(CCNNC1=C2C(=NC=C1[N+](=O)[O-])N(C=C2)S(=O)(=O)C2=CC=CC=C2)CC 3-methoxy-1-(((5-nitro-1-(benzenesulfonyl)-1H-pyrrolo[2,3-b]pyridin-4-yl)amino)amino)pentane